2-[[(3R,4S)-3-fluoro-4-methoxypiperidin-1-yl]methyl]-6-[3-[1-(4-methyl-1,2,4-triazol-3-yl)cyclobutyl]phenyl]-4-(trifluoromethyl)-1H-pyrrolo[2,3-c]pyridin-7-one F[C@@H]1CN(CC[C@@H]1OC)CC1=CC2=C(C(N(C=C2C(F)(F)F)C2=CC(=CC=C2)C2(CCC2)C2=NN=CN2C)=O)N1